6-[6-[1-[2-(aminomethyl)-3,3-difluoro-allyl]-5-oxo-1,2,4-triazol-4-yl]-5-fluoro-3-pyridyl]-8-methyl-3,4-dihydro-1H-quinolin-2-one NCC(CN1N=CN(C1=O)C1=C(C=C(C=N1)C=1C=C2CCC(NC2=C(C1)C)=O)F)=C(F)F